C(N)(OC1CN(CC1)NC1=C2C(=NC=C1N)N(C=C2)S(=O)(=O)C2=CC=C(C)C=C2)=O (1-((5-amino-1-p-toluenesulfonyl-1H-pyrrolo[2,3-b]pyridin-4-yl) amino) pyrrolidin-3-yl) carbamate